(1R,2S)-2-(3-{[5-chloro-2-cyclopropyl-6-(3-hydroxyazetidin-1-yl)pyrimidin-4-yl]amino}-1H-indazol-6-yl)-5'-methoxyspiro[cyclopropane-1,3'-indol]-2'(1'H)-one ClC=1C(=NC(=NC1N1CC(C1)O)C1CC1)NC1=NNC2=CC(=CC=C12)[C@@H]1C[C@@]12C(NC1=CC=C(C=C21)OC)=O